2-acetoxypropan C(C)(=O)OC(C)C